COC(C1=CC=C(C=C1)[SiH2]C1=CC=C(C=C1)C)(OC)OC trimethoxy-bis(4-tolyl)silane